FC1=C(C2=C(N=C1)NC=C2)C=O 5-FLUORO-1H-PYRROLO[2,3-B]PYRIDINE-4-CARBALDEHYDE